CCCCCCCCCCCCCCCCCC(=O)OCC(COCC(COCC(COC(=O)CCCCCCCCCCCCCCCCC)O)O)O Hexaglyceryl distearate